ethyl-4-(2-methylpyridin-4-yl)-N-(4-(methylsulfonyl)phenyl)thiazol-2-amine C(C)C1=C(N=C(S1)NC1=CC=C(C=C1)S(=O)(=O)C)C1=CC(=NC=C1)C